C(C)(=O)O[C@@H](C(=O)N(C)C1CCC(CC1)N1N=C2C=C(C(=CC2=C1)C(NC=1C=NN2C1N=CC=C2)=O)OC)C (R)-1-(((1r,4R)-4-(6-methoxy-5-(pyrazolo[1,5-a]pyrimidin-3-ylcarbamoyl)-2H-indazol-2-yl)cyclohexyl)(methyl)amino)-1-oxopropan-2-yl acetate